methyl-2H-1,5-benzodioxepin-3(4H)-one CC1C(COC2=C(O1)C=CC=C2)=O